ClCC1=CC=C(C=N1)C1=NC(=C(C=C1)NC(=O)C=1C(=NOC1C)C1=CC=CC=C1)OC N-(6'-(chloromethyl)-6-methoxy-[2,3'-bipyridin]-5-yl)-5-methyl-3-phenylisoxazole-4-carboxamide